N(=[N+]=[N-])CC1=C2C=CNC2=CC(=C1OC=1C=CC(=C(C1)C=1SC=C(N1)C(C)(CCCCC(C#C)(C)C)C=1C=C(C=CC1)CCC(=O)OC)F)F methyl 3-(3-(2-(2-(5-((4-(azidomethyl)-6-fluoro-1H-indol-5-yl)oxy)-2-fluorophenyl)thiazol-4-yl)-7,7-dimethylnon-8-yn-2-yl)phenyl)propanoate